COC=1C=CC=C2C(CN(C(C12)=O)CC1=CC=C(C=C1)OC)C 8-methoxy-2-[(4-methoxyphenyl)methyl]-4-methyl-3,4-dihydroisoquinolin-1-one